NC1=C(C(=NN1C(C)C)C1=CC=C(C=C1)CNC(C1=C(C=CC=C1)OC)=O)C#N N-[[4-(5-amino-4-cyano-1-isopropyl-pyrazol-3-yl)phenyl]methyl]-2-methoxy-benzamide